CC1(C(C1)CCCCCCCC(=O)[O-])C.[Na+] sodium 8-(2,2-dimethyl cyclopropyl)octanoate